2-(3,4-difluorophenyl)-6,7-dihydrooxazolo[5,4-D]pyrrolo[1,2-a]pyrimidin-9(5H)-one FC=1C=C(C=CC1F)C=1OC=2N=C3N(C(C2N1)=O)CCC3